C(C)(C)(C)OC(=O)N1CCN(CC1)C1=C2C=CC(=NC2=C(C=C1)C(=O)O)OCCOC 5-[4-(tert-butoxycarbonyl)piperazin-1-yl]-2-(2-methoxyethoxy)quinoline-8-carboxylic acid